FC1(CCN(CC1)C1=NC=CC(=N1)C=1OC(=NN1)C1=C(C=C(C=C1)I)N1CCC2(CC2)CC1)F 2-(2-(4,4-difluoropiperidin-1-yl)pyrimidin-4-yl)-5-(4-iodo-2-(6-azaspiro[2.5]octan-6-yl)phenyl)-1,3,4-oxadiazole